Ethyl (E)-3-(1-(3,5-bis(trifluoromethyl)benzyl)-5-chloro-1H-indol-3-yl)-2-cyanoacrylate FC(C=1C=C(CN2C=C(C3=CC(=CC=C23)Cl)/C=C(/C(=O)OCC)\C#N)C=C(C1)C(F)(F)F)(F)F